CC(COC(C=C)=O)C(C(C(C(C(C(C(C(C(C(C(F)(F)F)(F)F)(F)F)(F)F)(F)F)(F)F)(F)F)(F)F)(F)F)(F)F)(F)F.C(C1=CC=CC=C1)(=O)C=1NC=CN1 benzoyl-Imidazole 2-methyl-3,3,4,4,5,5,6,6,7,7,8,8,9,9,10,10,11,11,12,12,13,13,13-tricosafluorotridecyl-acrylate